methyl 5-chloro-2-[[6-chloro-3-(4-oxocyclohexyl)-4-quinolyl]amino]benzoate ClC=1C=CC(=C(C(=O)OC)C1)NC1=C(C=NC2=CC=C(C=C12)Cl)C1CCC(CC1)=O